C(=O)OC#C ethynyl format